tert-butyl 4-{2-[5-bromo-4-(4-fluorophenyl)-2-(propan-2-yl)-1H-imidazol-1-yl]acetyl}piperazine-1-carboxylate BrC1=C(N=C(N1CC(=O)N1CCN(CC1)C(=O)OC(C)(C)C)C(C)C)C1=CC=C(C=C1)F